5-Fluoro-1-methyl-3-((3-(trifluoromethyl)phenyl)amino)-1H-indole-2-carboxamide FC=1C=C2C(=C(N(C2=CC1)C)C(=O)N)NC1=CC(=CC=C1)C(F)(F)F